P(=O)([O-])(F)F.[Li+].C(C(=O)O)(=O)O.C(C(=O)O)(=O)O bisoxalic acid lithium difluorophosphate